NC1=NN=C(S1)OC1CN(CCC1)C(=O)OC(C)(C)C tert-butyl 3-((5-amino-1,3,4-thiadiazol-2-yl)oxy)piperidine-1-carboxylate